ClC=1C=2N(C=CC1)N=C(C2)[C@@H]2N(CCC1=C2N=CN1)C=1OC(=NN1)C1=NC=CC=C1 (R)-2-(4-(4-chloropyrazolo[1,5-a]pyridin-2-yl)-6,7-dihydro-1H-imidazo[4,5-c]pyridin-5(4H)-yl)-5-(pyridin-2-yl)-1,3,4-oxadiazole